2-(p-chlorophenyl)ethane ClC1=CC=C(C=C1)CC